COC1=CC=C(COC2=CC=CC=3NC4=CC=CC=C4C23)C=C1 4-(4-methoxybenzyloxy)-9H-carbazole